tert-butyl (1S,2R,4R,5R)-7-oxo-3-(trimethylsilyl)-6-azatricyclo[3.2.1.02,4]octane-6-carboxylate O=C1N([C@H]2[C@@H]3C([C@@H]3[C@@H]1C2)[Si](C)(C)C)C(=O)OC(C)(C)C